N=1C=NN2C1C=CC(=C2)C2=CC=C1C(C(NC(C1=C2)([2H])[2H])([2H])[2H])([2H])C2=CC(=C(C=C2)Cl)Cl 7-([1,2,4]triazolo[1,5-a]pyridin-6-yl)-4-(3,4-dichlorophenyl)-1,2,3,4-tetrahydroisoquinoline-1,1,3,3,4-d5